C(C1=CC=CC=C1)OC1=NC=CC(=C1[N+](=O)[O-])C=C 2-(benzyloxy)-4-ethenyl-3-nitropyridine